FC1=CC2=C(SC(=C2CCNC2=CC(=NC=N2)C2=CC=C(C=C2)C2=NOC(=N2)O)C)C(=C1)C 3-(4-{6-[2-(5-Fluoro-2,7-dimethyl-benzo[b]thiophen-3-yl)-ethylamino]-pyrimidin-4-yl}-phenyl)-[1,2,4]oxadiazol-5-ol